ClC=1C=C2C(=CN=C(C2=CN1)OC)C(C)(C)O 2-(6-chloro-1-methoxy-2,7-naphthyridin-4-yl)propan-2-ol